{1-{1-[4-hydroxy-3-(trifluoromethyl)benzoyl]piperidin-4-yl}-3-[3-(7H-pyrrolo[2,3-d]pyrimidin-4-yl)-1H-pyrrol-1-yl]azetidin-3-yl}acetonitrile OC1=C(C=C(C(=O)N2CCC(CC2)N2CC(C2)(N2C=C(C=C2)C=2C3=C(N=CN2)NC=C3)CC#N)C=C1)C(F)(F)F